1-(3-ethoxy-4-methyl-1-phenyl-1H-pyrazol-5-yl)-3-((3S,4R)-1-(4-fluorophenyl)-4-phenylpyrrolidin-3-yl)urea C(C)OC1=NN(C(=C1C)NC(=O)N[C@@H]1CN(C[C@H]1C1=CC=CC=C1)C1=CC=C(C=C1)F)C1=CC=CC=C1